4-(4-amino-2-butyl-8-piperazin-1-yl-imidazo[4,5-c]quinolin-1-yl)butan-1-ol TFA salt OC(=O)C(F)(F)F.NC1=NC=2C=CC(=CC2C2=C1N=C(N2CCCCO)CCCC)N2CCNCC2